(R)-4-(5,6-Dimethoxybenzo[b]selenophen-2-yl)-2-ethyl-4-oxobutanoic acid 4,5-dimethoxy-2-nitrobenzyl ester COC1=CC(=C(COC([C@@H](CC(=O)C2=CC3=C([Se]2)C=C(C(=C3)OC)OC)CC)=O)C=C1OC)[N+](=O)[O-]